Methyl 3-(2-((4-(3,4-dimethoxyphenyl)-4-(methoxycarbonyl)-5-methylhexyl) (methyl)amino)ethyl)benzoate COC=1C=C(C=CC1OC)C(CCCN(CCC=1C=C(C(=O)OC)C=CC1)C)(C(C)C)C(=O)OC